ethylenebis-stearic acid tertbutyl-N-allyl-N-amino-carbamate C(C)(C)(C)OC(N(N)CC=C)=O.C(CCCCCCCCCCCCCCCCCCC(=O)O)CCCCCCCCCCCCCCCCCC(=O)O